6-Chloro-7-(3-cyclopropylphenyl)-3-((4-hydroxy-1-(1-methyl-1H-pyrazole-4-carbonyl)piperidin-4-yl)methyl)-3H-pyrrolo[2,3-d]pyrimidin-4(7H)-one ClC1=CC2=C(N=CN(C2=O)CC2(CCN(CC2)C(=O)C=2C=NN(C2)C)O)N1C1=CC(=CC=C1)C1CC1